(E)-2,4-dibromo-6-(((2-(naphthalen-2-yl)-1H-benzo[d]imidazol-5-yl)imino)methyl)benzene-1,3-diol BrC1=C(C(=CC(=C1O)Br)/C=N/C1=CC2=C(NC(=N2)C2=CC3=CC=CC=C3C=C2)C=C1)O